sulfanyl fluoride SF